tert-butyl (1R,5S)-3-(6-bromo-3-chloro-5-fluoro-8,9-dihydro-7H-cyclopenta[f]quinazolin-1-yl)-3,8-diazabicyclo[3.2.1]octane-8-carboxylate BrC=1C2=C(C=3C(=NC(=NC3C1F)Cl)N1C[C@H]3CC[C@@H](C1)N3C(=O)OC(C)(C)C)CCC2